C(C1=CC=CC=C1)[P+](CCCC)(CCCC)CCCC.C(=O)([O-])C=1C=C(C=C(C1)C(=O)[O-])S(=O)(=O)[O-].C(C1=CC=CC=C1)[P+](CCCC)(CCCC)CCCC.C(C1=CC=CC=C1)[P+](CCCC)(CCCC)CCCC 3,5-dicarboxybenzenesulfonic acid, benzyl-tributyl-phosphonium salt